2-{[4-(1-Methylpiperidin-4-yl)phenyl]amino}-8-phenyl-5-[2-(triisopropylsilyl)ethynyl]pyrido[2,3-d]pyrimidin-7-one CN1CCC(CC1)C1=CC=C(C=C1)NC=1N=CC2=C(N1)N(C(C=C2C#C[Si](C(C)C)(C(C)C)C(C)C)=O)C2=CC=CC=C2